5-fluoro-3-[1-(3-isopropoxyphenyl)vinyl]pyridin-2-amine FC=1C=C(C(=NC1)N)C(=C)C1=CC(=CC=C1)OC(C)C